7-methoxy-1-methyl-2-[(2R)-2-methyl-4-oxo-3,16,22-triazatetracyclo[14.5.2.05,10.019,23]tricosa-1(22),5(10),6,8,17,19(23),20-heptaen-17-yl]benzimidazole-5-carboxylic acid COC1=CC(=CC2=C1N(C(=N2)C=2N1CCCCCC=3C=CC=CC3C(N[C@@H](C=3C=CC(C2)=C1N3)C)=O)C)C(=O)O